N-(4-(2,5-difluorophenyl)-2-(4-fluorocyclohexyl)pyridin-3-yl)-2-isopropoxypyrimidine FC1=C(C=C(C=C1)F)C1=C(C(=NC=C1)C1CCC(CC1)F)N1C(N=CC=C1)OC(C)C